C12OCC(NC1)CC2 2-oxa-5-azabicyclo[2.2.2]Octane